1-Cyclopentyl-6-((6-methoxy-4-methylpyridin-3-yl)amino)-3-methyl-1,3-dihydro-2H-imidazo[4,5-c]pyridin-2-one C1(CCCC1)N1C(N(C=2C=NC(=CC21)NC=2C=NC(=CC2C)OC)C)=O